ClCC(=O)NC1CCN(CC1)C1=NC(=C(N=C1)C1=CC=CC=C1)C1=CC=CC=C1 2-chloro-N-(1-(5,6-diphenylpyrazin-2-yl)piperidin-4-yl)acetamide